N1=C(C=CC=C1)C=1C(=C2N(N1)CCC2)C2=CC=NC1=CC=CC=C21 4-(2-(pyridin-2-yl)-5,6-dihydro-4H-pyrrolo[1,2-b]pyrazol-3-yl)quinolin